6-(furan-2-yl)-3-methoxypyridazin O1C(=CC=C1)C1=CC=C(N=N1)OC